5-(3-fluoro-2-methyl-4-nitrophenoxy)-1-methyl-1,3-benzodiazole FC=1C(=C(OC2=CC3=C(N(C=N3)C)C=C2)C=CC1[N+](=O)[O-])C